2-(5-bromofuran-2-yl)-3-(2-chlorophenyl)thiazolidin-4-one BrC1=CC=C(O1)C1SCC(N1C1=C(C=CC=C1)Cl)=O